N-(n-butyl)-3-aminopropyl-trimethoxy-silan C(CCC)NCCC[Si](OC)(OC)OC